N-(6-(difluoromethyl)pyridin-2-yl)-7-isopropoxy-2-((1S,4R)-1-methyl-2-oxabicyclo[2.2.1]heptan-4-yl)imidazo[1,2-a]pyrimidine-6-carboxamide FC(C1=CC=CC(=N1)NC(=O)C=1C(=NC=2N(C1)C=C(N2)[C@@]21CO[C@@](CC2)(C1)C)OC(C)C)F